[I-].C1(=CC=CC=C1)P(C1=CC=CC=C1)C1=CC=CC=C1.[Cu+2].[I-] copper (triphenylphosphine) iodide